(Sulfinylbis(ethane-2,1-diyl))dibenzene S(=O)(CCC1=CC=CC=C1)CCC1=CC=CC=C1